C12CCCC(CCC1)N2CCNC(=O)C=2C=C(C(=NC2)C)C=2N1C(SC2C=2C=NN(C2)C)=C(C=N1)C(=O)N (5-((2-(9-azabicyclo[3.3.1]non-9-yl)ethyl)carbamoyl)-2-methylpyridin-3-yl)-2-(1-methyl-1H-pyrazol-4-yl)pyrazolo[5,1-b]thiazole-7-carboxamide